C(C)OC(CN(C)S(=O)(=O)C1=C(C(=CC(=C1)C)I)NS(=O)(=O)C1=CC=C(C=C1)C)=O.ClC=1C=C(C=CC1)C(C(SC1=CC=CC=C1)S(=O)(=O)C1=CC=CC=C1)=O 1-(3-chlorophenyl)-2-(benzenesulfonyl)-2-(phenylthio)ethan-1-one ethyl-N-((3-iodo-5-methyl-2-((4-methylphenyl)sulfonamido)phenyl)sulfonyl)-N-methylglycinate